C(C=C)(=O)N1CCC(CC1)NC=1C2=C(N=CN1)C=CC(=N2)C=2C=C(C(=NC2)Cl)NS(=O)(=O)C2=C(C=C(C=C2)F)F N-(5-(4-((1-acryloylpiperidin-4-yl)amino)pyrido[3,2-d]pyrimidin-6-yl)-2-chloropyridin-3-yl)-2,4-difluorobenzeneSulfonamide